FC(C=1C=NC(=NC1)N1CCNCC1)(F)F 4-[5-(trifluoromethyl)pyrimidin-2-yl]piperazine